1,2,3,4-butanetetracarboxylic acid-1,2,3-tris(1,2,2,6,6-pentamethyl-4-piperidinyl)-4-tridecyl ester CN1C(CC(CC1(C)C)CC(C(C(CCCCCCCCC)OC(=O)CC(C(CC(=O)O)C(=O)O)C(=O)O)C1CC(N(C(C1)(C)C)C)(C)C)C1CC(N(C(C1)(C)C)C)(C)C)(C)C